lauric acid sodium sarcosinate N(C)CC(=O)[O-].[Na+].C(CCCCCCCCCCC)(=O)O